FC=1C=C(C(=O)OC(C)(C)C)C=CC1 Tert-butyl 3-fluorobenzoate